6-((6-(Piperidin-4-oxy)pyridin-2-yl)methoxy)-nicotinonitrile N1CCC(CC1)OC1=CC=CC(=N1)COC1=NC=C(C#N)C=C1